C(C)N(C(C=CC1=CC=C(C=C1)C)=O)CCSC N-ethyl-N-(2-methylsulfanylethyl)-3-(p-tolyl)prop-2-enamide